C(C)N(C=1C=C(C=CC1)NC(=O)NCC1=CC2=C(C(N(C2)C2C(NC(CC2)=O)=O)=O)S1)CC 1-(3-(diethylamino)phenyl)-3-((5-(2,6-dioxopiperidin-3-yl)-6-oxo-5,6-dihydro-4H-thieno[2,3-c]pyrrol-2-yl)methyl)urea